ClC=1C(=NC(=C(C1)C#N)N1C[C@@H](C([C@@H](C1)C)O)C)NC=1C=C2C=C(C(NC2=CC1)=O)OCC(=O)NC 2-((6-((3-Chloro-5-cyano-6-((3S,4S,5R)-4-hydroxy-3,5-dimethylpiperidin-1-yl)pyridin-2-yl)amino)-2-oxo-1,2-dihydroquinolin-3-yl)oxy)-N-methylacetamide